CC1=C(C2=C(C=3N1N=CN3)CN(C2)C(=O)C2CC(C2)NC2=NC=C(C=N2)C(F)(F)F)C (5,6-dimethyl-7,9-dihydro-8H-pyrrolo[3,4-c][1,2,4]triazolo[1,5-a]pyridin-8-yl)(3-((5-(trifluoromethyl)pyrimidin-2-yl)amino)cyclobutyl)methanone